NC1=NC=2C=C(C(=CC2C2=C1C=NN2C)C(=O)N(C)[C@@H]2COCC1=NC(=CC=C12)Br)C 4-amino-N-((5S)-2-bromo-5,8-dihydro-6H-pyrano[3,4-b]-pyridin-5-yl)-N,1,7-trimethyl-1H-pyrazolo[4,3-c]quinoline-8-carboxamide